BrC1=C(C=C(C(=O)N)C=C1)O 4-bromo-3-hydroxybenzamide